quinolizin-7(6h)-one C=1C=CCN2CC(C=CC12)=O